BrC=1C=CC(=C(C1)N(C(OC(C)(C)C)=O)CC1=CC=C(C=C1)C(F)(F)F)I tert-Butyl N-(5-bromo-2-iodo-phenyl)-N-[[4-(trifluoromethyl)phenyl]methyl]carbamate